2-(((1,3-dimethylpyrrolidine-3-carbonyl)oxy)methyl)propane-1,3-diylbis(8-(benzyloxy)octanoate) CN1CC(CC1)(C(=O)OCC(CC(C(=O)[O-])CCCCCCOCC1=CC=CC=C1)CC(C(=O)[O-])CCCCCCOCC1=CC=CC=C1)C